8-bromo-3-(3,4-dimethylphenyl)-1-methoxyisoquinoline BrC=1C=CC=C2C=C(N=C(C12)OC)C1=CC(=C(C=C1)C)C